ethyl 2-chloro-3-cyclopropyl-3-oxo-propanoate ClC(C(=O)OCC)C(=O)C1CC1